C(C1=CC=CC=C1)(C1=CC=CC=C1)C1(CC(CCC1)CCN)CCN benzhydryl-1,3-bis(aminoethyl)cyclohexane